[Si](C1=CC=CC=C1)(C1=CC=CC=C1)(C(C)(C)C)OC(CC1=NOC(=N1)C=1C=CC(=C(C1)NC(=O)C1=CN=C2N1C=CC(=C2)COCCC(C)(C)O)C)C(F)F N-(5-(3-(2-((tert-butyldiphenylsilyl)oxy)-3,3-difluoropropyl)-1,2,4-oxadiazol-5-yl)-2-methylphenyl)-7-((3-hydroxy-3-methylbutoxy)methyl)imidazo[1,2-a]pyridine-3-carboxamide